C(CCC)C(C=O)=CCCCCC 2-Butyl-2-octenal